ClC1=NC=2CCCCC2C=C1C(=O)NC(CC1=CC=CC=C1)(CC(C)C)C 2-chloro-N-(2,4-dimethyl-1-phenylpentan-2-yl)-5,6,7,8-tetrahydroquinoline-3-carboxamide